((2-(((5S,8S,10aR)-3-acetyl-8-(5-chloroisoindoline-2-carbonyl)-6-oxodecahydropyrrolo[1,2-a][1,5]diazocin-5-yl)carbamoyl)-1H-indol-5-yl)difluoromethyl)phosphonic acid C(C)(=O)N1CC[C@@H]2N(C([C@H](C1)NC(=O)C=1NC3=CC=C(C=C3C1)C(F)(F)P(O)(O)=O)=O)[C@@H](CC2)C(=O)N2CC1=CC=C(C=C1C2)Cl